NC1=NC=2C=CC=CC2C2=C1N=C(N2CCCCN(C(OC)=O)C2CS(C2)(=O)=O)CC methyl (4-(4-amino-2-ethyl-1H-imidazo[4,5-c]quinolin-1-yl)butyl)(1,1-dioxidothietan-3-yl)carbamate